(6Ar)-3-[(E)-hept-1-enyl]-9-methyl-6-methylidene-6a,7,8,10a-tetrahydrobenzo[c]chromen-1-ol C(=C\CCCCC)/C=1C=C(C=2C3[C@H](C(OC2C1)=C)CCC(=C3)C)O